(9S,13S,16R)-3,16-dimethoxy-9-(4-methoxyphenyl)-13-methyl-7,9,11,12,13,15,16,17-octahydro-6H-cyclopenta[a]phenanthrene COC=1C=CC=2[C@@]3(CC[C@]4(C[C@H](CC4=C3CCC2C1)OC)C)C1=CC=C(C=C1)OC